C1N(CCC12CNCC2)C(=O)OC(C)(C)C tertbutyl 2,7-diazaspiro[4.4]nonane-2-carboxylate